C(\C=C/C(=O)O)(=O)O.N1(CCOCC1)C=1C(=NSN1)OCC(C)O 3-[[4-(4-morpholinyl)-1,2,5-thiadiazol-3-yl]oxy]-2-propanol (Z)-2-butenedioate